C(C)C(CC1=C2C=CC(=C1)O2)C 2-ethyl-n-propyl-1,4-phenylene ether